COC1=NC=NC(=C1)O[C@H]1CN[C@H](C1)C 4-methoxy-6-[(3R,5S)-5-methylpyrrolidin-3-yl]oxy-pyrimidine